tert-butyl-[(E)-1-[5-fluoro-2-isopropoxycarbonyl-1-(2-trimethylsilylethoxymethyl)pyrrolo[2,3-b]pyridin-6-yl]ethylideneamino]-oxido-sulfonium C(C)(C)(C)[S+]([O-])/N=C(\C)/C1=C(C=C2C(=N1)N(C(=C2)C(=O)OC(C)C)COCC[Si](C)(C)C)F